2-({[7-(5-fluoropyridin-2-yl)-2-methoxynaphthalen-1-yl]amino}methyl)prop-2-enenitrile FC=1C=CC(=NC1)C1=CC=C2C=CC(=C(C2=C1)NCC(C#N)=C)OC